O1C2=C(OCC1)C(=CC=C2)C(=O)[O-] 2,3-dihydrobenzo[b][1,4]dioxin-5-carboxylate